N-[4-chloro-5-(difluoromethyl)-6-(o-tolyl)pyrimidin-2-yl]-1-methyl-pyrazole-4-sulfonamide ClC1=NC(=NC(=C1C(F)F)C1=C(C=CC=C1)C)NS(=O)(=O)C=1C=NN(C1)C